4-[8-amino-3-(4'-oxohexahydro-2'H,6'H-spiro[cyclopropane-1,1'-pyrido[1,2-a]pyrazin]-7'-yl)imidazo[1,5-a]pyrazin-1-yl]-3-ethoxy-N-[4-(trifluoromethyl)pyridin-2-yl]benzamide NC=1C=2N(C=CN1)C(=NC2C2=C(C=C(C(=O)NC1=NC=CC(=C1)C(F)(F)F)C=C2)OCC)C2CCC1N(C(CNC13CC3)=O)C2